ClC=1C(=NC(=NC1Cl)C(C)C)N1CCS(CC1)(=O)=O 4-(5,6-dichloro-2-isopropylpyrimidin-4-yl)-1lambda6-thiomorpholine-1,1-dione